5-(1H-imidazol-1-yl)-N-(isoindolin-5-yl)-1H-pyrazolo[3,4-c]pyridine-7-carboxamide N1(C=NC=C1)C=1C=C2C(=C(N1)C(=O)NC=1C=C3CNCC3=CC1)NN=C2